(S)-4-((3-(8-(2-chloro-4-cyanophenyl)quinolin-5-yl)-1-methoxy-1-oxopropan-2-yl)carbamoyl)-3,5-difluorobenzoic acid ClC1=C(C=CC(=C1)C#N)C=1C=CC(=C2C=CC=NC12)C[C@@H](C(=O)OC)NC(=O)C1=C(C=C(C(=O)O)C=C1F)F